C(#N)C1=NC(=C(C(=O)NC2CC(C2)(F)F)C(=C1)C1=C2C(=NC=C1)C=C(S2)CN2C(C1C(C1C2=O)(C)C)=O)C 6-cyano-N-(3,3-difluorocyclobutyl)-4-(2-((6,6-dimethyl-2,4-dioxo-3-azabicyclo[3.1.0]hexan-3-yl)methyl)thieno[3,2-b]pyridin-7-yl)-2-methylnicotinamide